4-AMINOPHENYLPHOSPHORYLCHOLIN NC1=CC=C(C=C1)P(=O)=C(O)C[N+](C)(C)C